NC1=NC(=NC=C1C(=O)N(C1=CC=C(C2=NON=C21)[N+](=O)[O-])C2=C(C=C(C=C2)F)C2CC2)C 4-amino-N-(2-cyclopropyl-4-fluorophenyl)-2-methyl-N-(7-nitrobenzo[c][1,2,5]oxadiazol-4-yl)pyrimidine-5-carboxamide